[Cl-].C(CCCCCCCCCCC)[N+](OCC)(OCC)OCC dodecyl-triethoxyammonium chloride